5-(4,7-Diazaspiro[2.5]octan-7-yl)-N-[(1R)-1-[4-methoxy-3-(1-methylpyrazol-4-yl)phenyl]ethyl]-2-methyl-benzamide C1CC12NCCN(C2)C=2C=CC(=C(C(=O)N[C@H](C)C1=CC(=C(C=C1)OC)C=1C=NN(C1)C)C2)C